Racemic-4-[3,3-difluoro-1-(5-fluoropyrimidin-2-yl)-4-methyl-piperidine-4-carbonyl]-3,5-dihydro-2H-pyrido[3,4-f][1,4]oxazepine-9-carbonitrile FC1(CN(CC[C@@]1(C(=O)N1CCOC2=C(C1)C=NC=C2C#N)C)C2=NC=C(C=N2)F)F |r|